FC1=C(COC2=C(C(N(C(=C2)C)CC2=NC=C(N=C2)C)=O)Cl)C=CC(=C1)F 4-(2,4-difluorobenzyloxy)-3-chloro-6-methyl-1-((5-methylpyrazin-2-yl)methyl)pyridin-2(1H)-one